2-(3,5-di-t-butyl-5-methyl-2-hydroxyphenyl)-5-chlorobenzotriazole C(C)(C)(C)C1=C(C(=CC(C1)(C)C(C)(C)C)N1N=C2C(=N1)C=CC(=C2)Cl)O